N-(4-(5-(difluoromethyl)-1,3,4-oxadiazol-2-yl)benzyl)-1-(3-hydroxycyclobutyl)-N-(m-tolyl)piperidine-4-sulfonamide FC(C1=NN=C(O1)C1=CC=C(CN(S(=O)(=O)C2CCN(CC2)C2CC(C2)O)C=2C=C(C=CC2)C)C=C1)F